BrC=1C(=C(C=C(C1)F)C1=CC(=NO1)N1CCN(CC1)C(C)(C)C)OC 5-(3-bromo-5-fluoro-2-methoxyphenyl)-3-(4-(tert-butyl)piperazin-1-yl)isoxazole